C1(CC1)C=1N=CN(C1)C1=C(C=C(C=C1)C1=NC=CC(=N1)N)C 2-[4-(4-cyclopropylimidazol-1-yl)-3-methyl-phenyl]pyrimidin-4-amine